C(C)(C)(C)OC(C1=CC(=C(C=C1)O)C(C)=O)=O.BrC1=CC=CC=2N(C(NC21)=O)C2CCN(CC2)C(=O)NC2=CC(=C(C=C2)I)C 4-(4-Bromo-2-oxo-2,3-dihydro-1H-1,3-benzodiazol-1-yl)-N-(4-iodo-3-methylphenyl)piperidine-1-carboxamide tert-butyl-3-acetyl-4-hydroxy-benzoate